C(=O)(OC)C1=C(C=CC=C1)[S+](C)C1=C(C=CC=C1)C(=O)OC di-(carbomethoxyphenyl)-methylsulfonium